N-[2-[(2,3-difluorophenyl)methylsulfanyl]-6-[(2R,3S)-3,4-dihydroxybutan-2-yl]oxypyrimidin-4-yl]azetidine-1-sulfonamide FC1=C(C=CC=C1F)CSC1=NC(=CC(=N1)NS(=O)(=O)N1CCC1)O[C@H](C)[C@H](CO)O